ethyl 2-(6-nitropyridin-3-yl)acetate [N+](=O)([O-])C1=CC=C(C=N1)CC(=O)OCC